N1=CC(=CC=C1)C=1C=C(C=C(C1)C=1C=NC=CC1)C1=NC(=NC(=C1)C1=CC(=CC(=C1)C=1C=NC=CC1)C=1C=NC=CC1)C 4,6-bis(3,5-di-3-pyridylphenyl)-2-methylpyrimidine